NC=1C=C2CN(C(C2=CC1)=O)C1C(N(C(CC1)=O)CCCCCN(C1=CC=C(C=C1)C1(CC1)C#N)C1=C(C=CC(=C1)C=1C(=NOC1C)C)C)=O 1-(4-((5-(3-(5-amino-1-oxoisoindolin-2-yl)-2,6-dioxopiperidin-1-yl)pentyl)(5-(3,5-dimethylisoxazol-4-yl)-2-methylphenyl)amino)phenyl)cyclopropane-1-carbonitrile